4-benzyl-3-(difluoromethyl)-8-fluoro-3,4-dihydroquinoxalinone C(C1=CC=CC=C1)N1C(C(NC2=C(C=CC=C12)F)=O)C(F)F